2-(dimethylamino)ethanol carbonate C(O)(=O)OCCN(C)C